3-(4-(1-(4-Bromo-2,3-difluorophenyl)piperidin-4-yl)-3-fluorophenyl)piperidine-2,6-dione BrC1=C(C(=C(C=C1)N1CCC(CC1)C1=C(C=C(C=C1)C1C(NC(CC1)=O)=O)F)F)F